(7R,14R)-11-(3-(cyclopropylamino)prop-1-yn-1-yl)-6-(methyl-d3)-1-(prop-1-yn-1-yl)-6,7-dihydro-7,14-methanobenzo[f]benzo[4,5]imidazo[1,2-a][1,4]diazocin-5(14H)-one C1(CC1)NCC#CC1=CC2=C(N=C3N2[C@H]2C4=C(C(N([C@@H]3C2)C([2H])([2H])[2H])=O)C=CC=C4C#CC)C=C1